1-(4-(benzylamino)-5-methylpyrrolo[2,1-f][1,2,4]triazin-2-yl)-2-methyl-1H-indole-4-carboxamide C(C1=CC=CC=C1)NC1=NC(=NN2C1=C(C=C2)C)N2C(=CC=1C(=CC=CC21)C(=O)N)C